(S)-5-((7-((tert-butoxycarbonyl)(3-(2-chloroacrylamido)benzyl)amino)-3-isopropylpyrazolo[1,5-a]pyrimidin-5-yl)aminotert-butyl)-2,2-dimethylpiperidine-1-carboxylic acid tert-butyl ester C(C)(C)(C)OC(=O)N1C(CC[C@H](C1)C(CNC1=NC=2N(C(=C1)N(CC1=CC(=CC=C1)NC(C(=C)Cl)=O)C(=O)OC(C)(C)C)N=CC2C(C)C)(C)C)(C)C